CC1(OC2=CC=CC=C2[C@H](C1)NC(=O)C=1C=C2[C@@H](CCOC2=CC1)N1C(N[C@](CC1=O)(C)C(C)C)=N)C (R)-N-((S)-2,2-dimethylchroman-4-yl)-4-((S)-2-imino-4-isopropyl-4-methyl-6-oxotetrahydropyrimidin-1(2H)-yl)chromane-6-carboxamide